C(C1=CC=CC=C1)SC1=CN2C(=CC(=C2C(=C1)Cl)I)C=1SC(=NN1)C(F)F 2-(6-(benzylthio)-8-chloro-1-iodoindolizin-3-yl)-5-(difluoromethyl)-1,3,4-thiadiazole